OCC(=O)N(C)CC=1SC(=CC1)C(CSC=1C2=C(N=C(N1)C)N=CC(=C2)OC)=O 2-hydroxy-N-((5-(2-((6-methoxy-2-methylpyrido[2,3-d]pyrimidin-4-yl)thio)acetyl)thiophen-2-yl)methyl)-N-methylacetamide